tert-butyl ((11H-benzo[2,3][1,4]dioxepino[6,5-b]pyridin-11-yl)methyl)carbamate N1=C2C(=CC=C1)OC1=C(OC2CNC(OC(C)(C)C)=O)C=CC=C1